methyl 6-(ethylsulfonyl)-5-[3-methyl-6-(trifluoromethyl)-3H-imidazo[4,5-c]pyridin-2-yl]thieno[3,2-b]thiophene-3-carboxylate C(C)S(=O)(=O)C1=C(SC2=C1SC=C2C(=O)OC)C2=NC1=C(C=NC(=C1)C(F)(F)F)N2C